3-{[(4-cyanophenyl)carbamoyl]amino}-3-[(1-cyanophenyl)carbamoyl]propionic acid C(#N)C1=CC=C(C=C1)NC(=O)NC(CC(=O)O)C(NC1(CC=CC=C1)C#N)=O